CCCCCCCC[N+](C)(CCCCCCCC)CCCCCCCC.[Cl-] tricaprylmethylammonium chloride